C(C)(C)(C)OC(=O)N(C=1N=CC(=NC1)N1CCC(CC1)C(=O)OC)CCOCCOCCN(C(OC(C)(C)C)=O)C(=O)OC(C)(C)C Methyl 1-(5-((tert-butoxycarbonyl)(5-(tert-butoxycarbonyl)-2,2-dimethyl-4-oxo-3,8,11-trioxa-5-azatridecan-13-yl)amino)pyrazin-2-yl)piperidine-4-carboxylate